C1(=CC=CC=C1)C=1C(=C(C=CC1)C1=CC=CC=C1)OCC diphenyl-2-ethoxy-benzene